S1C(=CC=C1)C(=O)OC1=CC2=C(NC=N2)C=C1 1H-benzo[d]imidazol-5-yl thiophene-2-carboxylate